C12(CCC(C1)C2)N2C[C@@H](N(S(C1=C2C=C(C(=C1)O\C=C(\C(=O)O)/F)SC)(=O)=O)C)CCCC (S,Z)-3-((5-(bicyclo[2.1.1]hexan-1-yl)-3-butyl-2-methyl-7-(methylthio)-1,1-dioxido-2,3,4,5-tetrahydrobenzo[f][1,2,5]thiadiazepin-8-yl)oxy)-2-fluoroacrylic acid